C(C)OC(C(C(=O)OCC)(CC)CCCN1C(C2=CC=CC=C2C1=O)=O)=O 2-[3-(1,3-Dioxoisoindolin-2-yl)propyl]-2-ethyl-malonic acid diethyl ester